1-phenylbutane-1,2-diyl dicarbamate C(N)(OC(C(CC)OC(N)=O)C1=CC=CC=C1)=O